(3R,4S)-1-(6-(1-((1s,3S)-3-cyanocyclobutyl)-1H-pyrazol-4-yl)-3-fluoropyrazolo[1,5-a]pyrazin-4-yl)-3-cyclopropyl-4-methyl-2-oxopyrrolidine-3-carbonitrile C(#N)C1CC(C1)N1N=CC(=C1)C=1N=C(C=2N(C1)N=CC2F)N2C([C@]([C@@H](C2)C)(C#N)C2CC2)=O